C1(CC1)C1=C(C(=NO1)C1=C(C=CC=C1)C(F)(F)F)/C=C/C1CC2(CC(C2)COC2=CC=C3C=CN=NC3=C2)C1 (E)-7-((6-(2-(5-Cyclopropyl-3-(2-(trifluoromethyl)phenyl)isoxazol-4-yl)vinyl)spiro[3.3]heptan-2-yl)methoxy)cinnolin